N-[5-(6-bromopyridin-3-yl) pyridin-2-yl]tert-butyl-N-methyl-carbamate BrC1=CC=C(C=N1)C=1C=CC(=NC1)N(C([O-])=O)CC(C)(C)C